(E)-N-((1S,2S)-2-methoxy-2,3-dihydro-1H-inden-1-yl)-3-(3-methyl-1H-indazol-6-yl)acrylamide CO[C@@H]1[C@H](C2=CC=CC=C2C1)NC(\C=C\C1=CC=C2C(=NNC2=C1)C)=O